2,4-DICHLORO-1-PHENYL-1H-IMIDAZOLE-5-CARBALDEHYDE ClC=1N(C(=C(N1)Cl)C=O)C1=CC=CC=C1